2-{6-[(3r,5s)-3,5-dimethylpiperazin-1-yl]pyridazin-3-yl}-5-[(E)-2-(1-methyl-1H-pyrazol-4-yl)vinyl]pyridin-3-ol dihydrochloride Cl.Cl.C[C@@H]1CN(C[C@@H](N1)C)C1=CC=C(N=N1)C1=NC=C(C=C1O)\C=C\C=1C=NN(C1)C